OC1C(CC1)N1N=C(C=C1O)C 2-(2-hydroxycyclobutyl)-5-methyl-pyrazol-3-ol